CC=1C=C(C=C(C1)C)NC1=NC=CC(=N1)C1=NN(C(=C1)C(=O)NCC1=NC=CC=C1)C 3-{2-[(3,5-dimethylphenyl)amino]pyrimidin-4-yl}-1-methyl-N-(pyridin-2-ylmethyl)-1H-pyrazole-5-carboxamide